ethyl 4-toluenesulfonate CC1=CC=C(C=C1)S(=O)(=O)OCC